2-Chloro-7,8,9,9a-tetrahydrocyclopenta[5,6]pyrano[4,3-b]pyridin-5(6aH)-one ClC1=CC=C2C(=N1)C1C(OC2=O)CCC1